1'-methyl-5'-[(4-methyl-6-propanoylpyridin-3-yl)amino]-6'-oxo-[4,4'-bipyrimidin] CN1C=NC(=C(C1=O)NC=1C=NC(=CC1C)C(CC)=O)C1=NC=NC=C1